5-(4-amino-2,6-dichloro-phenoxy)-N-cyclobutyl-2-methoxy-pyridine-3-sulfonamide NC1=CC(=C(OC=2C=C(C(=NC2)OC)S(=O)(=O)NC2CCC2)C(=C1)Cl)Cl